(S)-3-(3,6-dihydro-2H-pyran-4-yl)-N-(3,3-dimethylbutan-2-yl)-1-methyl-4-((4-methylphenyl)sulphonamido)-1H-pyrazole-5-carboxamide O1CCC(=CC1)C1=NN(C(=C1NS(=O)(=O)C1=CC=C(C=C1)C)C(=O)N[C@@H](C)C(C)(C)C)C